1,3,5-trihydroxybenzen OC1=CC(=CC(=C1)O)O